CC1=C(C=CC=C1)C1=NN2C(OCCC2)=C1C(=O)OCC Ethyl 2-(2-methylphenyl)-6,7-dihydro-5H-pyrazolo[5,1-b][1,3]oxazine-3-carboxylate